N5-[[2-fluoro-4-[2-[(1S,4S)-5-isopropyl-2,5-diazabicyclo[2.2.1]heptan-2-yl]ethyl]phenyl]methyl]isoquinoline-1,5-diamine FC1=C(C=CC(=C1)CCN1[C@@H]2CN([C@H](C1)C2)C(C)C)CNC=2C=1C=CN=C(C1C=CC2)N